CN1C(N(C(C=2N(C(=NC12)S(=O)(=O)C)C)=O)CC#C)=O 3,7-dimethyl-8-(methylsulfonyl)-1-(prop-2-ynyl)-1H-purine-2,6(3H,7H)-dione